2-(6-((2S,5R)-4-(1-(2-(1,1-difluoroethoxy)-4-fluorophenyl)ethyl)-2,5-dimethylpiperazin-1-yl)-3,9-dimethyl-2-oxo-3,9-dihydro-2H-purin-8-yl)acetonitrile FC(C)(OC1=C(C=CC(=C1)F)C(C)N1C[C@@H](N(C[C@H]1C)C=1C=2N=C(N(C2N(C(N1)=O)C)C)CC#N)C)F